2-amino-6-(1-(4-methoxybenzyl)-1,2,3,6-tetrahydropyridin-4-yl)-7H-pyrrolo[2,3-d]pyrimidin-4-ol NC=1N=C(C2=C(N1)NC(=C2)C=2CCN(CC2)CC2=CC=C(C=C2)OC)O